C(C)(C)(C)OC(=O)N1C[C@H]([C@@H](CC1)O)NC(=O)OCC1=CC=CC=C1 |r| Rac-(3R,4R)-3-{[(benzyloxy)carbonyl]amino}-4-hydroxypiperidine-1-carboxylic acid tert-butyl ester